ClC1=CC=C(C(=N1)C(=O)NS(=O)(=O)C)N[C@H](C)C=1C=C(C=C2C(N(C(=NC12)N1CCC(CC1)N1N=CC=C1OC)C)=O)C (R)-6-chloro-3-((1-(2-(4-(5-methoxy-1H-pyrazol-1-yl)piperidin-1-yl)-3,6-dimethyl-4-oxo-3,4-dihydroquinazolin-8-yl)ethyl)amino)-N-(methylsulfonyl)picolinamide